[7-(2,4-difluoro-6-hydroxy-phenyl)-6-[(6R)-6-methyl-5-prop-2-enoyl-6,7-dihydro-4H-pyrazolo[1,5-a]pyrazin-2-yl]thieno[3,2-c]pyridin-4-yl] trifluoromethanesulfonate FC(S(=O)(=O)OC1=NC(=C(C2=C1C=CS2)C2=C(C=C(C=C2O)F)F)C2=NN1C(CN([C@@H](C1)C)C(C=C)=O)=C2)(F)F